(1S,4s)-4-(8-(4-chloro-2,6-difluorophenylamino)-2-((1R,2R)-2-hydroxycyclopentylamino)-9H-purin-9-yl)cyclohexanecarboxamide ClC1=CC(=C(C(=C1)F)NC=1N(C2=NC(=NC=C2N1)N[C@H]1[C@@H](CCC1)O)C1CCC(CC1)C(=O)N)F